P(=O)(OC[N+]1=C(C(=CC=C1)C1=CC(=NO1)CC=1C=NC(=CC1)NC1=C(C=CC=C1F)F)N)(O)[O-] (2-amino-3-(3-((6-((2,6-difluorophenyl)amino)pyridin-3-yl)methyl) isoxazol-5-yl)pyridin-1-ium-1-yl)methyl hydrogen phosphate